(1S,2R)-4-chloro-1-hydroxy-2,3-dihydro-1H-inden-2-yl carbamate C(N)(O[C@H]1[C@H](C2=CC=CC(=C2C1)Cl)O)=O